CC=1C=CC=2C(C3=CC=C(C=C3S(C2C1)(=O)=O)C)NC(=O)C1=CC(=C(NC1=O)C(F)(F)F)C1=CC=NC=C1 N-(3,6-dimethyl-10,10-dioxido-9H-thioxanthen-9-yl)-6-oxo-2-(trifluoromethyl)-1,6-dihydro-[3,4'-bipyridine]-5-carboxamide